OC(C(=O)C1=CC=CC=C1)(C)C Hydroxydimethyl-acetophenone